FC=1C=NN(C1)C([2H])([2H])[2H] 4-fluoro-1-(methyl-d3)-1H-pyrazol